((2S,5R)-5-aminotetrahydro-2H-pyran-2-yl)((S)-1-(4-fluorophenyl)-3,4-dihydroisoquinolin-2(1H)-yl)methanone N[C@@H]1CC[C@H](OC1)C(=O)N1[C@H](C2=CC=CC=C2CC1)C1=CC=C(C=C1)F